3-((2S)-2-hydroxy-3-(8-(2-(trifluoromethyl)phenylsulfonyl)-1-oxa-8-azaspiro[4.5]decan-3-ylamino)propoxy)-N-methylbenzenesulfonamide O[C@H](COC=1C=C(C=CC1)S(=O)(=O)NC)CNC1COC2(C1)CCN(CC2)S(=O)(=O)C2=C(C=CC=C2)C(F)(F)F